tert-butyl cyclopropyl(1-(6-(2-hydroxy-4-(1-(tetrahydro-2H-pyran-2-yl)-1H-pyrazol-4-yl)phenyl)pyridazin-3-yl)pyrrolidin-3-yl)carbamate C1(CC1)N(C(OC(C)(C)C)=O)C1CN(CC1)C=1N=NC(=CC1)C1=C(C=C(C=C1)C=1C=NN(C1)C1OCCCC1)O